(1S)-1-[2-methoxy-5-(4,4,5,5-tetramethyl-1,3,2-dioxaborolan-2-yl)phenyl]ethanol COC1=C(C=C(C=C1)B1OC(C(O1)(C)C)(C)C)[C@H](C)O